COC(CN1N=CC=C1)(C)C 1-(2-methoxy-2-methylpropyl)-1H-pyrazol